methyl (E)-3-(2-ethoxyvinyl)-5-((1-methylpiperidin-4-yl)amino)furo[2,3-c]pyridine-2-carboxylate C(C)O/C=C/C1=C(OC2=CN=C(C=C21)NC2CCN(CC2)C)C(=O)OC